(S)-N-(3-(2-(((3-hydroxyoxetan-3-yl)methyl)amino)-6-morpholinopyridin-4-yl)-4-methylphenyl)-3-(2,2,2-trifluoroethyl)pyrrolidine-1-carboxamide OC1(COC1)CNC1=NC(=CC(=C1)C=1C=C(C=CC1C)NC(=O)N1C[C@@H](CC1)CC(F)(F)F)N1CCOCC1